C(C)(C)(C)OC(=O)NCCNC(=O)C1CCN(CC1)C=1SC=C(N1)C(=O)OCC Ethyl 2-(4-((2-((tert-butoxycarbonyl)amino)ethyl)carbamoyl)piperidin-1-yl)thiazole-4-carboxylate